benzoinbenzophenone C=1(C(=CC=CC1)C1=CC=CC=C1C(=O)C1=CC=CC=C1)C(=O)C(O)C1=CC=CC=C1